methyl-N-((2-methylbenzofuran-3-yl)methyl)acrylamide CC(C(=O)NCC1=C(OC2=C1C=CC=C2)C)=C